5-(3-((3-(4-(4-amino-3-(4-phenoxyphenyl)-1H-pyrazolo(3,4-d)pyrimidin-1-yl)piperidin-1-yl)pyrrolidin-1-yl)methyl)azetidin-1-yl)-2-(2,6-dioxopiperidin-3-yl)isoindoline-1,3-dione NC1=C2C(=NC=N1)N(N=C2C2=CC=C(C=C2)OC2=CC=CC=C2)C2CCN(CC2)C2CN(CC2)CC2CN(C2)C=2C=C1C(N(C(C1=CC2)=O)C2C(NC(CC2)=O)=O)=O